1-(5-((4-(3-(azetidin-1-yl)phenyl)-5-chloropyrimidin-2-yl)amino)pyridin-3-yl)pyrrolidine-2-one N1(CCC1)C=1C=C(C=CC1)C1=NC(=NC=C1Cl)NC=1C=C(C=NC1)N1C(CCC1)=O